N(=NC1SC2=C(N1CC)C=CC(=C2)S(=O)(=O)[O-])C2SC1=C(N2CC)C=CC(=C1)S(=O)(=O)[O-] 2,2'-azobis(3-ethylbenzothiazoline-6-sulfonate)